C(C)(C)(C)C1=CC=C(C=C1)N(C(=O)[C@@H]1N(C[C@@H](C1)OC)C#N)C(C(=O)NC1CCCCC1)(C)C=1C=NC=CC1 (2R,4R)-N-(4-(tert-butyl)phenyl)-1-cyano-N-(1-(cyclohexylamino)-1-oxo-2-(pyridin-3-yl)propan-2-yl)-4-methoxypyrrolidine-2-carboxamide